N1C(=NC2=C1C=CC=C2)NC(=O)C21C(C(=NO2)C=2C=NC=CC2)C2CCC1C2 N-(1H-Benzo[d]imidazol-2-yl)-3-(pyridin-3-yl)-3a,4,5,6,7,7a-hexahydro-4,7-methanobenzo[d]isoxazole-7a-carboxamide